1-[(2R,4S)-4-[4-amino-3-[2-(1-ethyl-4,6-difluoro-1,3-benzodiazol-5-yl)ethynyl]pyrazolo[3,4-d]pyrimidin-1-yl]-2-[(trifluoromethoxy)methyl]pyrrolidin-1-yl]prop-2-en-1-one NC1=C2C(=NC=N1)N(N=C2C#CC2=C(C1=C(N(C=N1)CC)C=C2F)F)[C@H]2C[C@@H](N(C2)C(C=C)=O)COC(F)(F)F